(4-bromo-2-cyclopentyl-6-fluorophenyl)methanamine BrC1=CC(=C(C(=C1)F)CN)C1CCCC1